FCC(C(C1=CC=CC=C1)C1=CC=CC=C1)C=1N(C(C(=C(N1)C(=O)NC=1C=NOC1)OC)=O)C 2-(3-fluoro-1,1-diphenylprop-2-yl)-N-(isoxazol-4-yl)-5-methoxy-1-methyl-6-oxo-1,6-dihydropyrimidine-4-carboxamide